ALLYL PHENYLACETATE C1(=CC=CC=C1)CC(=O)OCC=C